7-chloro-3-(2-chloro-3-(1-methyl-1H-pyrazol-3-yl)phenyl)pteridine ClC=1C=NC2=CN(CN=C2N1)C1=C(C(=CC=C1)C1=NN(C=C1)C)Cl